(S)-quinuclidin-3-yl (2,2-dimethyl-5-(4-(2-morpholinoethoxy)phenyl)-2,3-dihydro-1H-inden-1-yl)carbamat CC1(C(C2=CC=C(C=C2C1)C1=CC=C(C=C1)OCCN1CCOCC1)NC(O[C@@H]1CN2CCC1CC2)=O)C